ClC=1C=C(C=C(C1)Cl)C=1OC2=C(N1)C=CC(=C2)C(=O)OCCN(C)C(=O)OC(C)(C)C 2-((tert-butoxycarbonyl)(methyl)amino)ethyl 2-(3,5-dichlorophenyl)benzo[d]oxazole-6-carboxylate